CC1=C(C(CCC1)(C)C)/C=C/C(C)=O (E)-4-(2,6,6-trimethylcyclohex-1-en-1-yl)but-3-en-2-one